(1R,5S,6r)-6-((3,5-difluorophenoxy)methyl)-3-azabicyclo[3.1.0]hexane FC=1C=C(OCC2[C@H]3CNC[C@@H]23)C=C(C1)F